7-(4-bromo-3-methyl-1H-pyrazol-1-yl)-6-fluoro-1-(2-fluoro-4-hydroxyphenyl)-4-oxo-1,4-dihydro-quinoline-3-carboxylic acid BrC=1C(=NN(C1)C1=C(C=C2C(C(=CN(C2=C1)C1=C(C=C(C=C1)O)F)C(=O)O)=O)F)C